carbonic acid chloromethyl 3-[[(1,1-dimethylethoxy)carbonyl]amino]propyl ester CC(C)(OC(=O)NCCCOC(OCCl)=O)C